NC=1N=CC=C2C1N(N=C2C2CCCC2)C2=CC=C(CNC(C1=C(C=CC(=C1)F)OC)=O)C=C2 N-(4-(7-amino-3-cyclopentyl-1H-pyrazolo[3,4-c]pyridin-1-yl)benzyl)-5-fluoro-2-methoxybenzamide